P(=O)(OCOC1=C(C(=CC(=C1)CCCCC)OOP(=O)(OC1=CC=CC=C1)OC1=CC=CC=C1)C1CCCC(=C1)C)(OC1=CC=CC=C1)OC1=CC=CC=C1 ((6-((diphenoxyphosphoryl) peroxy)-5'-methyl-4-pentyl-1',2',3',4'-tetrahydro-[1,1'-biphenyl]-2-yl)oxy)methyl diphenyl phosphate